NC(C)C=1C=CC=C2C(N(C(=NC12)N1CCOCC1)C)=O 8-(1-aminoethyl)-3-methyl-2-morpholinoquinazolin-4(3H)-one